3-[4-[[1-[4-[(3R,5R)-5-[(5-chloro-1-methyl-6-oxo-pyridazin-4-yl)amino]-1-methyl-3-piperidyl]benzoyl]-4-piperidyl]methyl]-2-fluoro-phenyl]piperidine-2,6-dione ClC1=C(C=NN(C1=O)C)N[C@@H]1C[C@@H](CN(C1)C)C1=CC=C(C(=O)N2CCC(CC2)CC2=CC(=C(C=C2)C2C(NC(CC2)=O)=O)F)C=C1